3-Oxazolium O1C=[NH+]C=C1